N2-methyl-benzene-1,2-diamine CNC=1C(=CC=CC1)N